2,6-di-(4-methyl-phenyl)-4-methylaniline CC1=CC=C(C=C1)C1=C(N)C(=CC(=C1)C)C1=CC=C(C=C1)C